(2Z)-N-(5-chloro-2,4-dimethylpyridin-3-yl)-2-fluoro-3-[3-methyl-1-(oxan-2-yl)indazol-6-yl]prop-2-enamide ClC=1C(=C(C(=NC1)C)NC(/C(=C/C1=CC=C2C(=NN(C2=C1)C1OCCCC1)C)/F)=O)C